ClC1=C(C=C2OC3=C(CCCC3=CC2=C1)C=O)O 7-chloro-6-hydroxy-2,3-dihydro-1H-xanthene-4-formaldehyde